3-benzyloxy-4-fluoro-2-(2-tetrahydropyran-4-ylethynyl)aniline C(C1=CC=CC=C1)OC=1C(=C(N)C=CC1F)C#CC1CCOCC1